O1C=C(C=C1)C=1N=C(C2=C(N1)SC(=C2)C)NCCCC2=CC=C(C=C2)C2=COC=C2 2-(furan-3-yl)-N-(3-[4-(furan-3-yl)phenyl]propyl)-6-methylthieno[2,3-d]pyrimidin-4-amine